FC(C=1C=C(CNC2=NC=CC=C2)C=CC1)(F)F N-(3-trifluoromethylbenzyl)pyridine-2-amine